7-bromo-3-(2-nitro-3-chloropyridine-4-yl)quinazoline-2,4(1H,3H)-dione BrC1=CC=C2C(N(C(NC2=C1)=O)C1=C(C(=NC=C1)[N+](=O)[O-])Cl)=O